O(C1=CC=CC=C1)C1=CC2=C(NC(=N2)NC2=CNC3=CC=C(C=C23)C(=O)OC)C=C1 methyl 3-[(5-phenoxy-1H-benzo[d]imidazol-2-yl)amino]-1H-indole-5-carboxylate